2-(4-chlorophenyl)azetidin ClC1=CC=C(C=C1)C1NCC1